COC(C(C\N=C/1\C(C=2C(=NC=NC2C2=C1C=C(C=C2)O[C@@H]2CC[C@H](CC2)N)N)(C)C)=O)=O 3-[(Z)-[4-amino-8-(trans-4-aminocyclohexyloxy)-5,5-dimethyl-benzo[h]quinazolin-6-ylidene]amino]oxopropanoic acid methyl ester